(2S)-2-(4-[1,1'-biphenyl]-4-yl-2-oxo-1-pyrrolidinyl)butanamide C1(=CC=C(C=C1)C1CC(N(C1)[C@H](C(=O)N)CC)=O)C1=CC=CC=C1